5-(dimethylamino)benzoic acid methyl ester COC(C1=CC=CC(=C1)N(C)C)=O